CC1(C=C(C(N(C1C)C1=CC(=CC=C1)C(F)(F)F)=O)C(=O)N)C(=O)NC 5,N5,6-trimethyl-2-oxo-1-[3-(trifluoromethyl)-phenyl]-1,2-dihydropyridine-3,5-dicarboxamide